tert-Butyl 4-[6-chloro-2-[(3-ethoxy-3-oxo-propyl)amino]-8-fluoro-7-(2-fluoro-6-hydroxy-phenyl)quinazolin-4-yl]piperazine-1-carboxylate ClC=1C=C2C(=NC(=NC2=C(C1C1=C(C=CC=C1O)F)F)NCCC(=O)OCC)N1CCN(CC1)C(=O)OC(C)(C)C